N(=[N+]=[N-])[C@H]1CC[C@@H]2CN(C[C@@H]21)C(=O)OC(C)(C)C |r| Racemic-tert-butyl (3aR,4S,6aS)-4-azido-3,3a,4,5,6,6a-hexahydro-1H-cyclopenta[c]pyrrole-2-carboxylate